COCC=1C=C(C(=O)N2CC3=C(C=C(C=C3CC2)C=2C=C3C(=NC2)NC=C3C)[C@H]3N(CCC3)C(=O)OC(C)(C)C)C=CN1 tert-butyl (S)-2-(2-(2-(methoxymethyl)isonicotinoyl)-6-(3-methyl-1H-pyrrolo[2,3-b]pyridin-5-yl)-1,2,3,4-tetrahydroisoquinolin-8-yl)pyrrolidine-1-carboxylate